CN(CCN(C1=C(C=C(C(=C1)OC)NC1=NC=CC(=N1)C=1N=CN2C1C=CC=C2C)NC(C=C)=O)C)C N-(2-((2-(dimethylamino)ethyl)(methyl)amino)-4-methoxy-5-((4-(5-methylimidazo[1,5-a]-pyridin-1-yl)pyrimidin-2-yl)amino)phenyl)acrylamide